N-(3-fluoro-4-((2-oxo-1-(tetrahydro-2H-pyran-4-yl)-2,3-dihydro-1H-imidazo[4,5-b]pyridine-7-yl)oxy)phenyl)-1-phenyl-5-(trifluoromethyl)-1H-pyrazole-4-carboxamide FC=1C=C(C=CC1OC1=C2C(=NC=C1)NC(N2C2CCOCC2)=O)NC(=O)C=2C=NN(C2C(F)(F)F)C2=CC=CC=C2